C1(CC1)OC1=CC=C(CN2CC3(CC3)CN(C2=O)C2CCN(CC2)C)C=C1 5-(4-cyclopropoxybenzyl)-7-(1-methylpiperidin-4-yl)-5,7-diazaspiro[2.5]octan-6-one